FCC12OCC(C1)(C2)N2N=C1N=C(C=CC1=C2)OC(C)C 2-(1-(fluoromethyl)-2-oxabicyclo[2.1.1]hexan-4-yl)-6-isopropoxy-2H-pyrazolo[3,4-b]pyridine